4-amino-4-(hydroxymethylphosphinyl)-4-methyl-butanoic acid NC(CCC(=O)O)(C)P(=O)CO